COC=1C=C(C=CC1[N+](=O)[O-])N1CCC(CC1)NC(OC(C)(C)C)=O tert-butyl (1-(3-methoxy-4-nitrophenyl)piperidin-4-yl)carbamate